diallyl cyclohexane-1,3-dicarboxylate C1(CC(CCC1)C(=O)OCC=C)C(=O)OCC=C